C(C)(=O)C1=NN(C2=CC=C(C=C12)C=1C(=NC(=NC1)C)C)CC(=O)N1[C@@H]2C[C@@]2(C[C@H]1C(=O)NC1=NC(=CC=C1C)Br)C (1R,3S,5R)-2-(2-(3-acetyl-5-(2,4-dimethylpyrimidin-5-yl)-1H-indazol-1-yl)acetyl)-N-(6-bromo-3-methylpyridin-2-yl)-5-methyl-2-azabicyclo[3.1.0]hexane-3-carboxamide